BrC1=CC2=C(N=C(N=C2O)C)N=C1C(F)(F)F 6-bromo-2-methyl-7-(trifluoromethyl)pyrido[2,3-d]Pyrimidin-4-ol